FC(C(=O)O)(F)F.C(C1=CC=CC=C1)[C@](N)(CCC(N)=O)C(=O)O D-α-benzyl-glutamine trifluoroacetate